N[C@@H]1CN(CC[C@H]1F)C1=NC2=C(N1CC1=NC=C(C#N)C=C1)C(=CC(=C2)F)OC 6-((2-((3r,4r)-3-amino-4-fluoropiperidin-1-yl)-5-fluoro-7-methoxy-1H-benzo[d]imidazol-1-yl)methyl)nicotinonitrile